3-(but-2-yl)phenol CC(CC)C=1C=C(C=CC1)O